(6R,6aS,11aR)-9-(cyclohexylmethyl)(cyclopropylmethyl)-8-methyl-5,6,9,11-tetrahydro-6,11a-(epiminoethano)naphtho[2,1-f]indazole-2,6a(7H)-diol C1(CCCCC1)CN1N=C2C[C@@]34[C@@](CC2=C1C)([C@@H](CC=1C=CC(=C(C13)CC1CC1)O)NCC4)O